C(CCCCCCCCCCC)N1C(CCC1=O)C(=O)O 1-dodecyl-5-oxopyrrolidine-2-carboxylic acid